(S)-3-amino-3-(2'-(trifluoromethyl)biphenyl-3-yl)propionic acid ethyl ester C(C)OC(C[C@@H](C=1C=C(C=CC1)C1=C(C=CC=C1)C(F)(F)F)N)=O